2,3-diphenyl-indole tertbutyl-3-(5-(3-cyano-6-hydroxypyrazolo[1,5-a]pyridine-4-yl)pyridin-2-yl)-3,6-diazabicyclo[3.1.1]heptan-6-carboxylate C(C)(C)(C)OC(=O)N1C2CN(CC1C2)C2=NC=C(C=C2)C=2C=1N(C=C(C2)O)N=CC1C#N.C1(=CC=CC=C1)C=1NC2=CC=CC=C2C1C1=CC=CC=C1